CC1=C(C=C(C=C1)NC(C1=CC=C(C=C1)C(F)(F)F)=O)NC1=NC=CC=C1C1=C2N=CN(C2=NC=N1)C1OCCCC1 N-(4-methyl-3-((3-(9-(tetrahydro-2H-pyran-2-yl)-9H-purin-6-yl)pyridin-2-yl)amino)phenyl)-4-(trifluoromethyl)benzamide